N1C=CC2=CC(=CC=C12)C(=O)OC methyl 1H-indole-5-carboxylate